C(#CC)C=1C(NC(N([C@H]2[C@H](O)[C@H](O)[C@@H](CO)O2)C1)=O)=O C5-propynyl-uridine